[NH+]1=CC=CC=C1.CC1=CC=C(C=C1)S(=O)(=O)[O-] 4-methylbenzenesulfonate pyridinium salt